6-chloro-4-((2-(cyclopropylsulfonylamino)phenyl)amino)-N-ethoxynicotinamide ClC1=NC=C(C(=O)NOCC)C(=C1)NC1=C(C=CC=C1)NS(=O)(=O)C1CC1